O[C@H]1[C@@H](O[C@@H]([C@@H]([C@@H]1N1N=NC(=C1)C1=CC(=C(C(=C1)F)F)F)O)CO)S[C@H](C(=O)N(C)CC)C(C)(C)O (S)-2-(((2S,3R,4S,5R,6R)-3,5-dihydroxy-6-(hydroxymethyl)-4-(4-(3,4,5-trifluorophenyl)-1H-1,2,3-triazol-1-yl)tetrahydro-2H-pyran-2-yl)thio)-N-ethyl-3-hydroxy-N,3-dimethylbutanamide